The molecule is a fatty acid ester resulting from the formal condensation of the carboxy group of linoleic acid with the hydroxy group of propanol. It has a role as a bacterial metabolite. It derives from a linoleic acid. CCCCC/C=C\\C/C=C\\CCCCCCCC(=O)OCCC